C1(=CC=CC=C1)/C=C/C(=O)C1=C(C=CC=C1)C#CC1=CC=CC=C1 (E)-3-phenyl-1-(2-(phenylethynyl)phenyl)prop-2-en-1-one